(±)-2-((1,1,1-trifluoropropan-2-yl)oxy)pyrimidine-4-carbonitrile FC([C@@H](C)OC1=NC=CC(=N1)C#N)(F)F |r|